BrCCC[Si](OCCC)(OCCC)C bromopropyl-methyl-dipropyloxysilane